CN1C(C(=C(C2=CC(=CC=C12)C)N1CCC(CC1)C=1OC2=C(N1)C=CC(=C2)C)C#N)=O 1,6-dimethyl-4-[4-(6-methyl-1,3-benzoxazol-2-yl)piperidin-1-yl]-2-oxo-1,2-dihydroquinoline-3-carbonitrile